FC=1C=C(C(=NC1)C1(C=C(C(C(C1)(C)C)=O)C#N)OC)C=1C=NC=C(C1)F 3-(5,5'-difluoro[3,3'-bipyridin]-2-yl)-3-methoxy-5,5-dimethyl-6-oxocyclohex-1-ene-1-carbonitrile